COC1=CC=C(CSC=2C=CC=3N(N2)C=C(N3)C)C=C1 6-((4-methoxybenzyl)thio)-2-methylimidazo[1,2-b]pyridazine